methyl (E)-3-[4-(2-methyl-1,3-dioxolan-2-yl)thiophen-2-yl]acrylate CC1(OCCO1)C=1C=C(SC1)/C=C/C(=O)OC